1-[[3-[[(2-pyridinylmethyl)amino]methyl]phenyl]methyl]homopiperazine N1=C(C=CC=C1)CNCC=1C=C(C=CC1)CN1CCNCCC1